C1[C@@H](O1)CO s-glycidol